Cl.CN(C)C[C@H]1CNCCC1 (R)-N,N-dimethyl-1-(piperidin-3-yl)methylamine hydrochloride